(3-bromophenyl)-1H-1,2,4-triazol-5-one BrC=1C=C(C=CC1)N1NC=NC1=O